FC1=C2C(NC(=NC2=CC(=C1)OCC1CCOCC1)CSC1CCN(CC1)CCN1CCN(CC1)C1=CC=C(C=C1)NC1C(NC(CC1)=O)=O)=O 3-((4-(4-(2-(4-(((5-fluoro-4-oxo-7-((tetrahydro-2H-pyran-4-yl)methoxy)-3,4-dihydroquinazolin-2-yl)methyl)thio)piperidin-1-yl)ethyl)piperazin-1-yl)phenyl)amino)piperidine-2,6-dione